(5S)-9,9-dimethyl-8-oxo-2-[5-(trifluoromethoxy)pyridine-2-carbonyl]-2-azaspiro[4.5]dec-6-ene-7-carbonitrile CC1(C(C(=C[C@@]2(CCN(C2)C(=O)C2=NC=C(C=C2)OC(F)(F)F)C1)C#N)=O)C